C(C)C1(CN(C1)C=1OC(=C(N1)C(=O)NC1=CC(=C(C(=C1)F)OC1CC2(CC2)CCC1)F)CC(F)(F)F)CC 2-(3,3-diethylazetidin-1-yl)-N-(3,5-difluoro-4-(spiro[2.5]octan-5-yloxy)phenyl)-5-(2,2,2-trifluoroethyl)oxazole-4-carboxamide